COC(=O)C1(CN(CC1)C(=O)OC(C)(C)C)OCC1=C(C=CC=C1)N 3-((2-aminobenzyl)oxy)pyrrolidine-1,3-dicarboxylic acid 1-(tert-butyl) 3-methyl ester